(4-methylphenyl)(4-isopropylphenyl)iodonium hexafluorophosphate F[P-](F)(F)(F)(F)F.CC1=CC=C(C=C1)[I+]C1=CC=C(C=C1)C(C)C